CC=1N=C2N(N=C(C=C2C)C=2N=C3N(C(C2)=O)C=C(S3)N3C[C@@H](NCC3)C)C1 7-(2,8-Dimethylimidazo[1,2-b]pyridazin-6-yl)-2-[(3S)-3-methylpiperazin-1-yl]thiazolo[3,2-a]pyrimidin-5-on